N1(CCOCC1)C(=O)C1=CC=C(O1)C(C)=O 1-(5-(morpholin-4-carbonyl)furan-2-yl)ethan-1-one